pentadecylic acid chloride C(CCCCCCCCCCCCCC)(=O)Cl